3-(butane-2-sulfonylamino)-2-fluorobenzoic acid methyl ester COC(C1=C(C(=CC=C1)NS(=O)(=O)C(C)CC)F)=O